3-(2'-hydroxy-4'-dimethylaminophenyl)-3-(2'-methoxy-5'-Chlorophenyl)phthalide tert-butyl-2-[1-hydroxy-2-(methoxymethoxy)ethyl]-3,8-diazabicyclo[3.2.1]octane-8-carboxylate C(C)(C)(C)OC(=O)N1C2C(NCC1CC2)C(COCOC)O.OC2=C(C=CC(=C2)N(C)C)C2(OC(=O)C1=CC=CC=C21)C2=C(C=CC(=C2)Cl)OC